O1CC(C1)N1CC(CCC1)O (E)-1-(oxetan-3-yl)piperidin-3-ol